2,4,6-tri(ethoxy-phenylphosphinoyl)-1,3,5-triazine C(C)OP(=O)(C1=NC(=NC(=N1)P(=O)(C1=CC=CC=C1)OCC)P(=O)(C1=CC=CC=C1)OCC)C1=CC=CC=C1